BrC1=CC(=CC=2CCCC(C12)CC)CC(C(=O)O)(C)C.ClC1=C(C=CC=C1)C1=C(C(=CC=C1)NC1=NC=CC2=C1C=C(N2)SC)Cl 2,2'-dichloro-3'-((2-methylthioazolo[4,5-c]pyridin-4-yl)Amino)-[1,1'-biphenyl] 4-bromo-5-ethyl-5,6,7,8-tetrahydronaphthalen-2-yl-pivalate